{3-chloro-5-fluoro-6-[3-(trifluoromethyl)pyrazol-1-yl]-2-pyridyl}hydrazine ClC=1C(=NC(=C(C1)F)N1N=C(C=C1)C(F)(F)F)NN